2-methyl-α-methoxyiminobenzyl cyanide CC1=C(C(=NOC)C#N)C=CC=C1